(R)-3-fluoro-4-(3-(hydroxymethyl)-2,5-dioxo-4-(4-(trifluoromethyl)-benzyl)piperazin-1-yl)-benzonitrile FC=1C=C(C#N)C=CC1N1C([C@H](N(C(C1)=O)CC1=CC=C(C=C1)C(F)(F)F)CO)=O